P(=S)(O)(O)OC1=C(C(=CC=C1)CCCCCCCCCCCCCCC)CCCCCCCCCCCCCCC di-n-pentadecyl-phenol dithiophosphate